OCC(C)(C)NC=1C=C(C=CC1)NC(C1=C(C=C(C=C1)S(NC1(COC1)C)(=O)=O)N1CCC2(CC2)CC1)=O N-(3-((1-hydroxy-2-methylpropan-2-yl)amino)phenyl)-4-(N-(3-methyloxetan-3-yl)sulfamoyl)-2-(6-azaspiro[2.5]octan-6-yl)benzamide